ClC1=C(C=CC(=C1)F)N1C(N=C2C(C1=O)=CC=CN2CC=2C=NC(=NC2)Cl)=O 3-(2-chloro-4-fluorophenyl)-8-((2-chloropyrimidin-5-yl)methyl)pyrido[2,3-d]pyrimidine-2,4(3H,8H)-dione